3-((4-(4-((1-(4-amino-5-methoxy-2-(1-methyl-1H-pyrazol-4-yl)phenyl)piperidine-4-yl)methyl)piperazin-1-yl)-3-fluorophenyl)amino)piperidine-2,6-dione NC1=CC(=C(C=C1OC)N1CCC(CC1)CN1CCN(CC1)C1=C(C=C(C=C1)NC1C(NC(CC1)=O)=O)F)C=1C=NN(C1)C